N,N-Dimethyl-1-(1,2,3,4-tetrahydroisoquinolin-7-yl)methanamine CN(CC1=CC=C2CCNCC2=C1)C